COC(NC=1N2C(C3=CC=CC=C3C1)=CC=C2)=O pyrrolo[2,1-a]isoquinoline-5-carbamic acid (methyl) ester